NC1=NC=CC=C1C1=NC=2C(=NC(=CC2)N2N=CC=C2)N1C=1C=C2CC[C@@H](C2=CC1)NC1CN(C1)C(C=C)=O (S)-1-(3-((5-(2-(2-aminopyridin-3-yl)-5-(1H-pyrazol-1-yl)-3H-imidazo[4,5-b]pyridin-3-yl)-2,3-dihydro-1H-inden-1-yl)amino)azetidin-1-yl)prop-2-en-1-one